C(C)OC(C)OCC(C)OC(C)OCC 1,2-DI((1'-ETHOXY)ETHOXY)PROPANE